C(C=C)(=O)N1C[C@@H]2N(C(C=3C=C(C(=C4C(=CN(C34)CC2)F)C2=CC=C(C=3SC(=C(C32)C#N)N)F)F)=O)CC1 4-((R)-10-Acryloyl-2,4-difluoro-14-oxo-8,8a,9,10,11,12-hexahydro-7H,14H-pyrazino[1',2':5,6][1,5]diazocino[3,2,1-hi]indol-3-yl)-2-amino-7-fluorobenzo[b]thiophene-3-carbonitrile